O(C1=CC=CC=C1)C=1C=C(C=CC1)C(=O)C1CC1 cyclopropyl (3-phenoxyphenyl) ketone